(4-(5-bromo-6-ethylpyridin-2-yl)-1-methyl-1H-pyrazol-5-yl)methanol BrC=1C=CC(=NC1CC)C=1C=NN(C1CO)C